Racemic-N5-ethyl-N2-methyl-3-(2-methyl-1-phenylpropoxy)-1H-pyrrole-2,5-dicarboxamide C(C)NC(=O)C1=CC(=C(N1)C(=O)NC)O[C@H](C(C)C)C1=CC=CC=C1 |r|